ClC1=C(N=C(NC1=O)C1=C(N=CS1)Cl)N1CCNCC(C1)F 5-chloro-2-(4-chlorothiazol-5-yl)-4-(6-fluoro-1,4-diazepan-1-yl)-1H-pyrimidin-6-one